(S)-Allyl 2-aminopropanoate N[C@H](C(=O)OCC=C)C